C(C)(C)(C)OC(=O)N1CC(CCC1COC)C(=O)O 1-(tert-butoxycarbonyl)-6-(methoxymethyl)piperidine-3-carboxylic acid